5-(benzyloxy)-4-chloro-8-methyl-2-(3-methyl-1-benzofuran-2-yl)quinazoline C(C1=CC=CC=C1)OC1=C2C(=NC(=NC2=C(C=C1)C)C=1OC2=C(C1C)C=CC=C2)Cl